ClC1=CC=C(C(=N1)C(=O)O)N[C@H](C)C=1C=C(C=C2C(N(C(=NC12)N1CC2=NC=CC=C2C1)C)=O)C (R)-6-chloro-3-((1-(2-(5,7-dihydro-6H-pyrrolo[3,4-b]pyridin-6-yl)-3,6-dimethyl-4-oxo-3,4-dihydroquinazolin-8-yl)ethyl)amino)picolinic acid